N-(pyridin-3-yl)benzamid N1=CC(=CC=C1)NC(C1=CC=CC=C1)=O